N1(N=CC=C1)CCC=1N(C=2C(=C3CC[C@@H](N(C3=CC2)C(=O)OC)C)N1)CCN[C@@H]1CC[C@H](CC1)CO methyl (S)-2-(2-(1H-pyrazol-1-yl)ethyl)-3-(2-(((trans)-4-(hydroxymethyl)cyclohexyl)amino)ethyl)-7-methyl-3,7,8,9-tetrahydro-6H-imidazo[4,5-f]quinoline-6-carboxylate